C(CC)S(=O)(=O)O[NH3+] ammonio propanesulfonate